C(C)C1=CN=C(S1)C=1C=C(C(=O)NCC=2N=NC(=CC2)C)C=C(C1)OC1CCOCC1 3-(5-Ethyl-1,3-thiazol-2-yl)-N-[(6-methylpyridazin-3-yl)methyl]-5-(tetrahydro-2H-pyran-4-yloxy)benzamide